C(C1=CC=CC=C1)(C1=CC=CC=C1)NC(=O)C1CC[C@H]2N1C([C@H](CN(CC2)C(CC(C)C)=O)NC(OC(C)(C)C)=O)=O tert-butyl ((5S,10aR)-8-(benzhydrylcarbamoyl)-3-(3-methylbutanoyl)-6-oxodecahydropyrrolo[1,2-a][1,5]diazocin-5-yl)carbamate